FC1=C(C(=CC=C1)F)CN1C(N(C(C2=C1SC(=C2CN(C)C)C2=CC=C(C=C2)NC(=O)NOC)=O)C=2NOC1=C(C2)N=C(C=C1)S(=O)(=O)C)=O 1-(4-{1-[(2,6-difluorophenyl)methyl]-5-[(dimethylamino)methyl]-3-(6-methanesulfonylpyridooxazin-3-yl)-2,4-dioxothieno[2,3-d]pyrimidin-6-yl}phenyl)-3-methoxyurea